2-(3-(2-(2-aminoethoxy)ethoxy)propan-amido)-N-(5-methyl-1H-imidazol-2-yl)benzamide NCCOCCOCCC(=O)NC1=C(C(=O)NC=2NC(=CN2)C)C=CC=C1